1-((2-(4,4,5,5-tetramethyl-1,3,2-dioxaborolan-2-yl)cyclopropyl)methyl)-1H-pyrazole-3-sulfonamide CC1(OB(OC1(C)C)C1C(C1)CN1N=C(C=C1)S(=O)(=O)N)C